COCC1=CC=C(C=C1)\C=C\C1=CC=C(C=C1)COC (E)-1,2-bis(4-(methoxymethyl)phenyl)ethylene